4-((4-(4-cyclopropyl-4H-1,2,4-triazol-3-yl)phenyl)amino)-1-(2,6-dichlorophenyl)-1H-pyrazole-3-carboxamide C1(CC1)N1C(=NN=C1)C1=CC=C(C=C1)NC=1C(=NN(C1)C1=C(C=CC=C1Cl)Cl)C(=O)N